acrylamido-2-methylpropanesulphonate C(C=C)(=O)NC(C(C)C)S(=O)(=O)[O-]